(R)-2-(8-isopropyl-5-oxothieno[3',2':4,5]pyrrolo[1,2-d][1,2,4]triazin-6(5H)-yl)-N-(1-(1-methyl-1H-imidazol-2-yl)piperidin-3-yl)acetamide C(C)(C)C1=NN(C(C=2N1C1=C(C2)C=CS1)=O)CC(=O)N[C@H]1CN(CCC1)C=1N(C=CN1)C